C(\C=C\CC)C1C(CCC1)=O (E)-2-(pent-2-en-1-yl)cyclopentan-1-one